N-(cyclopropanesulfonyl)-2-[(1S,4S,5R)-5-{[5-cyclopropyl-3-(2,6-dichlorophenyl)-1,2-oxazol-4-yl]methoxy}-2-azabicyclo[2.2.1]heptan-2-yl]-4-fluoro-1,3-benzothiazole-6-carboxamide C1(CC1)S(=O)(=O)NC(=O)C1=CC2=C(N=C(S2)N2[C@@H]3C[C@H]([C@H](C2)C3)OCC=3C(=NOC3C3CC3)C3=C(C=CC=C3Cl)Cl)C(=C1)F